methyl-7-nitro-2-quinolinecarboxylate COC(=O)C1=NC2=CC(=CC=C2C=C1)[N+](=O)[O-]